(4-cyano-2-methoxybenzylidene)-3-oxobutyrate C(#N)C1=CC(=C(C=C(C(=O)[O-])C(C)=O)C=C1)OC